CN1CC(C1)(C)[C@@](C=1C=CC=NC1)(C1=CC=C(C=C1)C(C(F)(F)F)(C(F)(F)F)F)O 5-{(R)-(1,3-Dimethyl-azetidin-3-yl)-hydroxy-[4-(1,2,2,2-tetrafluoro-1-trifluoromethyl-ethyl)-phenyl]-methyl}-pyridin